C(C1=CC=CC=C1)N1[C@H]2CC(C[C@@H]1CC2)NC(=O)C2=CC=C1C(=N2)NC=C1 N-((1r,3s,5s)-8-benzyl-8-azabicyclo[3.2.1]oct-3-yl)-1H-pyrrolo[2,3-b]pyridine-6-carboxamide